4-{[6-(5-chloro-2-fluorophenyl)-2H,3H,4H-pyrido[3,2-b][1,4]-oxazin-8-yl]amino}-N-[2-(methylamino)ethyl]pyridine-3-carboxamide ClC=1C=CC(=C(C1)C=1C=C(C=2OCCNC2N1)NC1=C(C=NC=C1)C(=O)NCCNC)F